C1(=CC=CC2=CC=CC=C12)C1=C(C=CC=C1)NC1=CC=C(C=C1)C1=CC=CC2=CC=CC=C12 (naphthalen-1-yl)-N-[4-(naphthalen-1-yl)phenyl]benzenamine